CC(C)(C)C(=O)NC1=CC(=C(C=C1)F)OC N-(4-fluoro-3-methoxyphenyl)pivalamide